(R)-2-{(4-chloro-1,3-benzoxazol-2-yloxy)phenoxy}-2'-fluoro-N-methylpropaneanilide ClC1=CC=CC2=C1N=C(O2)OC2=C(O[C@@H](C(=O)N(C1=C(C=CC=C1)F)C)C)C=CC=C2